COC1=NC(=NN2C1=C(C=C2)C=2C=C1C=CC=NC1=CC2)N[C@@H]2C[C@H](C2)C(C)(C)O 2-(trans-3-((4-methoxy-5-(quinolin-6-yl)pyrrolo[2,1-f][1,2,4]triazin-2-yl)amino)cyclobutyl)propan-2-ol